3-(dimethyl(octadecyl)ammonio)propane-1-sulfonate C[N+](CCCS(=O)(=O)[O-])(CCCCCCCCCCCCCCCCCC)C